2,2,3,3-tetramethyl-cyclopropanecarboxylic acid CC1(C(C1(C)C)C(=O)O)C